[Zr].[Pb].FC1=CC=C2C(=CNC2=C1)CC(=O)N1C[C@H](CCC1)NC(C)=O (S)-N-(1-(2-(6-fluoro-1H-indol-3-yl)acetyl)piperidin-3-yl)acetamide lead-zirconium